C(C)(C)(C)OC(=O)N1CC(NC(C1)C=1C(=C2COC(C2=CC1)=O)C)CO 3-(hydroxymethyl)-5-(4-methyl-1-oxo-1,3-dihydroisobenzofuran-5-yl)piperazine-1-carboxylic acid tert-butyl ester